C(C)(C)(C)OC(=O)N1CC(C1)C1=CC(=C(C=C1)S(=O)(=O)N1CCC(CC1)(C(=O)OCC)F)C1=C(C=CC=C1)Cl ethyl 1-[4-(1-tert-butoxycarbonylazetidin-3-yl)-2-(2-chlorophenyl)phenyl]sulfonyl-4-fluoro-piperidine-4-carboxylate